OC1=CC=C(CN2C(C=CC3=C2N=CN=C3)=O)C=C1 8-(4-hydroxybenzyl)pyrido[2,3-d]pyrimidin-7(8H)-one